C1(CCCCC1)C1=NC=C2N1C=CC=C2 3-cyclohexyl-imidazo[1,5-a]pyridine